3-(3,4-dichlorophenyl)-5-(2-(3-fluoropyrrolidin-1-yl)-2-oxoethyl)-7-(methoxymethyl)thieno[3,2-c]pyridin-4(5H)-one ClC=1C=C(C=CC1Cl)C1=CSC2=C1C(N(C=C2COC)CC(=O)N2CC(CC2)F)=O